C1(CC1)N1CCN(CC1)C1=NC=C(C=N1)C=1C(=CC(=C(C1)NC(C1=C(C=C(C=C1)F)C(F)(F)F)=O)N1C[C@H](N([C@H](C1)C)C)C)F |r| N-[5-[2-(4-cyclopropylpiperazin-1-yl)pyrimidin-5-yl]-4-fluoro-2-[rac-(3R,5S)-3,4,5-trimethylpiperazin-1-yl]phenyl]-4-fluoro-2-(trifluoromethyl)benzamide